CC1=NC(=CC(=C1S(=O)(=O)N1CC2(C1)CN(C2)C[C@H]2COCC2)C)C(F)(F)F (S)-2-((2,4-dimethyl-6-(trifluoromethyl)pyridin-3-yl)sulfonyl)-6-((tetrahydrofuran-3-yl)methyl)-2,6-diazaspiro[3.3]heptane